(11a'S)-8'-Hydroxy-7'-methoxy-10'-{[2-(trimethylsilyl)ethoxy]methyl}-1'H-spiro[cyclopropane-1,2'-pyrrolo[2,1-c][1,4]benzodiazepine]-5',11'(10'H,11a'H)-dione OC1=CC2=C(C(N3[C@H](C(N2COCC[Si](C)(C)C)=O)CC2(C3)CC2)=O)C=C1OC